(2-fluorophenyl)carboxylic acid methyl ester COC(=O)C1=C(C=CC=C1)F